C1(CC1)COC1=C(OC=2C(=NC=NC2)N2CC3(CCN(C3)CC3=CNC4=CC(=CC=C34)C#N)CC2)C=CC(=C1)F 3-((7-(5-(2-(cyclopropylmethoxy)-4-fluorophenoxy)pyrimidin-4-yl)-2,7-diazaspiro[4.4]nonan-2-yl)methyl)-1H-indole-6-carbonitrile